OCCS(=O)(=O)C=1C=C(OC[C@H](CN[C@H]2COC3(C2)CCN(CC3)S(=O)(=O)C=3C=C2C=CC=NC2=CC3)O)C=CC1 (S)-1-(3-(2-hydroxyethylsulfonyl)phenoxy)-3-((R)-8-(quinolin-6-ylsulfonyl)-1-oxa-8-azaspiro[4.5]decan-3-ylamino)propan-2-ol